CC1CCN(CC1)C=1C=NC=CC1 4-methyl-N-(pyridin-3-yl)piperidine